1-(4-Hydroxy-3-(methylsulfonyl)-5-nitrophenyl)cyclobutane-1-carbonitrile OC1=C(C=C(C=C1[N+](=O)[O-])C1(CCC1)C#N)S(=O)(=O)C